silicic acid hydrochloride Cl.[Si](O)(O)(O)O